[Si](C)(C)(C(C)(C)C)OC=1C=C(C=CC1)C(=O)C=1N=C(SC1)[C@H]1NCCC1 (S)-(3-((tert-butyldimethylsilyl)oxy)phenyl)(2-(pyrrolidin-2-yl)thiazol-4-yl)methanone